(4-(pyridin-4-ylmethyl)-1-((2-(trimethylsilyl)ethoxy)methyl)-1H-imidazol-2-yl)(thiazol-2-yl)methanol N1=CC=C(C=C1)CC=1N=C(N(C1)COCC[Si](C)(C)C)C(O)C=1SC=CN1